triazine hydrofluoric acid salt F.N1=NN=CC=C1